methyl 3-amino-4'-fluoro-2-iodo-6-(trifluoromethyl)-[1,1'-biphenyl]-4-carboxylate NC=1C(=C(C(=CC1C(=O)OC)C(F)(F)F)C1=CC=C(C=C1)F)I